C(C)OCOC1=C(C=CC(=C1)C#C)C1=C2C(=C(N=N1)N[C@H]1CN(CCC1)C)C=NC=C2 (R)-1-(2-(ethoxymethoxy)-4-ethynylphenyl)-N-(1-methylpiperidin-3-yl)pyridino[3,4-d]pyridazin-4-amine